BrC=1C=CC(=C2N=C(C(=NC12)C)C)N1C[C@H](N([C@H](C1)C)C(=O)OC(C)(C)C)C cis-tert-butyl (2R,6S)-4-(8-bromo-2,3-dimethylquinoxalin-5-yl)-2,6-dimethylpiperazine-1-carboxylate